(R)-4-(5-((3,3-difluorocyclobutyl)(hydroxy)methyl)-1H-pyrazolo[3,4-b]pyridin-1-yl)benzoic acid FC1(CC(C1)[C@H](C=1C=C2C(=NC1)N(N=C2)C2=CC=C(C(=O)O)C=C2)O)F